tetracosanyl lactate C(C(O)C)(=O)OCCCCCCCCCCCCCCCCCCCCCCCC